2-(2-bromophenyl)-N-[2-(1,3-dioxoisoindolin-2-yl)ethyl]ethanesulfonamide BrC1=C(C=CC=C1)CCS(=O)(=O)NCCN1C(C2=CC=CC=C2C1=O)=O